C(C)(C)C1=C(NC2=CC=C(C=C12)C1CCNCC1)C=1C(=C(NC1)C#N)C(F)(F)F 4-(3-isopropyl-5-(piperidin-4-yl)-1H-indol-2-yl)-3-(trifluoromethyl)pyrrolecarbonitrile